FC(OC1=CC(=C(C=C1F)NS(=O)(=O)C1=CNC(=C1)C1=C(C=CC=C1)F)F)F N-[4-(difluoromethoxy)-2,5-difluorophenyl]-5-(2-fluorophenyl)-1H-pyrrole-3-sulfonamide